(R)-(4-amino-6-methylene-5-(quinolin-3-yl)-7,8-dihydro-6H-cyclopenta[4,5]Pyrrolo[2,1-f][1,2,4]Triazin-7-yl)carbamic acid tert-butyl ester C(C)(C)(C)OC(N[C@@H]1CC2=C(C(=C3C(=NC=NN32)N)C=3C=NC2=CC=CC=C2C3)C1=C)=O